C(C)OC(=O)C1=NC(=NS1)Cl 3-chloro-1,2,4-thiadiazole-5-carboxylic acid ethyl ester